Tert-butyl (R)-(1-(5-iodopyridin-2-yl)pyrrolidin-3-yl)carbamate IC=1C=CC(=NC1)N1C[C@@H](CC1)NC(OC(C)(C)C)=O